C(C)NC(C1=C(C(=C(C=C1)F)F)C)=O N-ethyl-3,4-difluoro-2-methylbenzamide